CN1C=NC(=C1)C=1C=C(C=CC1)C1=CC=C(S1)CC(=O)NCCN1CCOCC1 2-(5-(3-(1-Methyl-1H-imidazol-4-yl)phenyl)thiophen-2-yl)-N-(2-morpholinoethyl)acetamid